N-ethyl-2,2,2-trifluoro-1-(5-methoxy-4-(8-methoxyimidazo[1,2-a]pyrazin-6-yl)pyridin-2-yl)ethan-1-amin (R)-tert-butyl-2-methyl-4-oxopiperidine-1-carboxylate C(C)(C)(C)OC(=O)N1[C@@H](CC(CC1)=O)C.C(C)NC(C(F)(F)F)C1=NC=C(C(=C1)C=1N=C(C=2N(C1)C=CN2)OC)OC